tert-butyl 4-(2-(8-fluoro-2-methylimidazo[1,2-a]pyridin-6-yl)-9-methoxy-4-oxo-4H-pyrido[1,2-a][1,3,5]triazin-7-yl)piperazine-1-carboxylate FC=1C=2N(C=C(C1)C=1N=C3N(C(N1)=O)C=C(C=C3OC)N3CCN(CC3)C(=O)OC(C)(C)C)C=C(N2)C